FC=1C=C(C=C2CC(CC12)CN1CCC2(CN(C(O2)=O)C2=NC3=C(OCC(N3)=O)N=C2)CC1)NC(=O)[C@]1(NC[C@@H](C1)O)C (2S,4r)-N-[7-fluoro-2-[[2-oxo-3-(3-oxo-4H-pyrazino[2,3-b][1,4]oxazin-6-yl)-1-oxa-3,8-diazaspiro[4.5]decan-8-yl]methyl]indan-5-yl]-4-hydroxy-2-methyl-pyrrolidine-2-carboxamide